N-(4-(4-amino-7-((1r,4r)-4-((2(S)-fluoropropyl)amino)cyclohexyl)-1-isopropyl-1H-pyrazolo[4,3-c]pyridin-3-yl)-2,5-difluorophenyl)-2-fluorobenzenesulfonamide NC1=NC=C(C2=C1C(=NN2C(C)C)C2=CC(=C(C=C2F)NS(=O)(=O)C2=C(C=CC=C2)F)F)C2CCC(CC2)NC[C@H](C)F